(E)-1-methyl-8-(4-fluorobenzylidene)-7,8-dihydro-1H-pyrazolo[3,4-d]pyrrolo[1,2-a]pyrimidin-4(6H)-one CN1N=CC2=C1N=C/1N(C2=O)CC\C1=C/C1=CC=C(C=C1)F